C(CCCCC)OCCCCCC hexanyl ether